N,N'-[5-tert-butyl-1,3-phenylenebis[(1,3,4-oxadiazole-5,2-diyl)(4,1-phenylene)]]bismaleimide C(C)(C)(C)C=1C=C(C=C(C1)C1=NN=C(O1)C1=CC=C(C=C1)N1C(C=CC1=O)=O)C1=NN=C(O1)C1=CC=C(C=C1)N1C(C=CC1=O)=O